C(C1=CC=CC=C1)C1=CN(C(C2=CN=CC=C12)=O)CC=1N=C2N(C=C(C=C2)C)C1 4-benzyl-2-({6-methylimidazo[1,2-a]pyridin-2-yl}methyl)-1,2-dihydro-2,7-naphthyridin-1-one